NC1=NC=CC(=C1C#CC1=C(C=CC=C1)OC)C=1C=CC(=C(C#N)C1)F 5-(2-amino-3-((2-methoxyphenyl)ethynyl)pyridin-4-yl)-2-fluorobenzonitrile